FC=1C=C(C(=O)NC2=CC(=CC=C2)CN2CCOCC2)C=CC1NC1=NC=C(C(=N1)C1=CC=C(C=C1)OC(F)(F)F)SC 3-fluoro-4-[5-methylsulfanyl-4-(4-trifluoromethoxy-phenyl)-pyrimidin-2-ylamino]-N-(3-morpholin-4-ylmethyl-phenyl)-benzamide